BrC=1C(=NC(=CC1)OC)CC(CC)(CC)NS(=O)C(C)(C)C N-(3-((3-bromo-6-methoxypyridin-2-yl)methyl)pentan-3-yl)-2-methylpropane-2-sulfinamide